C(=CCCCCCCCCCCCCC)C1C(=O)OC(C1)=O pentadecenylsuccinic anhydride